phenyl-epoxy-pentane C1(=CC=CC=C1)C1C(CCC)O1